5-bromo-1,2,6-trimethyl-4-oxo-1,4-dihydropyridine-3-carboxylic acid BrC=1C(C(=C(N(C1C)C)C)C(=O)O)=O